ClC=1C=C2C(=CNC2=CC1)S(=O)(=O)C1=CC(=CC(=C1)C)C 5-chloro-3-((3,5-dimethylphenyl)sulfonyl)-1H-indole